tert-Butyl N-[2-[methyl-[(E)-3-(4,4,5,5-tetramethyl-1,3,2-dioxaborolan-2-yl)allyl]amino]ethyl]-carbamate CN(CCNC(OC(C)(C)C)=O)C\C=C\B1OC(C(O1)(C)C)(C)C